Fluorobenzofuran FC=1OC2=C(C1)C=CC=C2